(S)-4-(4-chloro-1-oxo-3-(1-((5-oxo-5,8-dihydropyrido[2,3-d]pyrimidin-4-yl)amino)ethyl)-2-phenyl-1,2-dihydroisoquinolin-8-yl)-N,N-dimethylbenzamide ClC1=C(N(C(C2=C(C=CC=C12)C1=CC=C(C(=O)N(C)C)C=C1)=O)C1=CC=CC=C1)[C@H](C)NC=1C2=C(N=CN1)NC=CC2=O